(2-((2R,3S,4S,5S,6S)-6-(but-3-yn-1-yloxy)-3,4,5-trihydroxytetrahydro-2H-pyran-2-yl)ethyl)phosphonic acid C(CC#C)O[C@@H]1[C@H]([C@H]([C@@H]([C@H](O1)CCP(O)(O)=O)O)O)O